IC1=C(C(=CC=C1)O)O 3-iodobenzene-1,2-diol